NC1=C(C=CC(=C1)OC(F)(F)F)C(=O)N1CCC(CC1)C1=C2C(=NC=C1)NC(=N2)C2(CNCCO2)C [2-amino-4-(trifluoromethoxy)phenyl]-[4-[2-(2-methylmorpholin-2-yl)-3H-imidazo[4,5-b]pyridin-7-yl]-1-piperidyl]methanone